N-tert-butyl-9-(5-carbamoyl-3-pyridyl)-1-(3,5-dichlorophenyl)-8-methoxy-N-methyl-5,6-dihydro-[3]benzoxepino[5,4-c]pyrazole-3-carboxamide C(C)(C)(C)N(C(=O)C=1C2=C(N(N1)C1=CC(=CC(=C1)Cl)Cl)C1=C(CCO2)C=C(C(=C1)C=1C=NC=C(C1)C(N)=O)OC)C